aluminum tris(8-hydroxyquinoline) OC=1C=CC=C2C=CC=NC12.OC=1C=CC=C2C=CC=NC12.OC=1C=CC=C2C=CC=NC12.[Al]